2,6-bis(glycidoxymethyl)styrene rac-tert-butyl-(1S,2S,3R,5R)-3-((6-(4-chloro-2-(methoxymethoxy)phenyl)pyridazin-3-yl)oxy)-2-fluoro-1,5-dimethyl-8-azabicyclo[3.2.1]octane-8-carboxylate C(C)(C)(C)OC(=O)N1[C@@]2([C@@H]([C@@H](C[C@]1(CC2)C)OC=2N=NC(=CC2)C2=C(C=C(C=C2)Cl)OCOC)F)C.C(C2CO2)OCC2=C(C=C)C(=CC=C2)COCC2CO2 |r|